trans-3-fluoro-5-[(3S)-2-[4-[(2-methyl-[1,2,4]triazolo[1,5-a]pyridin-6-yl)methyl]cyclohexanecarbonyl]isoxazolidin-3-yl]benzonitrile FC=1C=C(C#N)C=C(C1)[C@H]1N(OCC1)C(=O)[C@@H]1CC[C@H](CC1)CC=1C=CC=2N(C1)N=C(N2)C